N-methyl-3-(1-methylimidazol-4-yl)-4-[(1S)-tetrahydronaphthalen-1-yl]benzenesulfonamide CNS(=O)(=O)C1=CC(=C(C=C1)[C@H]1CCCC2=CC=CC=C12)C=1N=CN(C1)C